5,8,8-trimethyl-1,2,8,9-tetrahydro-6H-3-oxa-6,9-diaza-cyclopenta[a]naphthalene-7-thione CC=1C=C2C(=C3NC(C(NC13)=S)(C)C)CCO2